CNC1=CC=CC=C1 1-N-methylaniline